(4R)-benzyl-3-[(3R,4R)-1-benzyl-4-(thiophen-2-yl)-pyrrolidine-3-carbonyl]-oxazolidine C(C1=CC=CC=C1)C1OCCN1C(=O)[C@H]1CN(C[C@@H]1C=1SC=CC1)CC1=CC=CC=C1